pyrazolo[4,3-c]pyridine-5-carboxylate N=1N=CC2=CN(C=CC21)C(=O)[O-]